1-tert-butyl piperazine-1-carboxylate N1(CCNCC1)C(=O)OC(C)(C)C